C(C)(C)(C)OC(=O)N(C(OC(C)(C)C)=O)C1=NC(=NC=C1OC)C1COC1 tert-butyl N-(tert-butoxycarbonyl)-N-[5-methoxy-2-(oxetan-3-yl)pyrimidin-4-yl]carbamate